1-undecanoic acid methyl ester COC(CCCCCCCCCC)=O